6-methyl-3-hydroxy-1,4-dioxane CC1COC(CO1)O